[Au].FC1=C(OC2=NC=C(C=C2)C(F)(F)F)C=C(C(=C1)C)S(=O)CC(F)(F)F 2-{2-fluoro-4-methyl-5-[(2,2,2-trifluoroethyl)sulfinyl]phenoxy}-5-(trifluoromethyl)pyridine Gold